3-chloro-N-(2-morpholinoethyl)1,4-phenylenediamine ClC=1C=C(C=CC1N)NCCN1CCOCC1